ClC=1C(=CC(=C(C1)S(=O)(=O)NC=1SC(=CN1)F)F)N[C@@H](C)C1=C(C=CC=C1)F (S)-5-chloro-2-fluoro-4-((1-(2-fluorophenyl)ethyl)amino)-N-(5-fluorothiazol-2-yl)benzenesulfonamide